5-(Benzyloxymethyl)-4-methyl-2,3-diphenyl-6-(quinolin-6-yl)pyrazolo[1,5-a]pyrimidin-7(4H)-one C(C1=CC=CC=C1)OCC=1N(C=2N(C(C1C=1C=C3C=CC=NC3=CC1)=O)N=C(C2C2=CC=CC=C2)C2=CC=CC=C2)C